ClC1=C(C=C(C=C1)F)C1C=2N(CC(N1)=O)C(=CC2NC(C2=CC(=CC(=C2)C(F)(F)F)F)=O)C(=O)OCC ethyl 1-(2-chloro-5-fluorophenyl)-8-[3-fluoro-5-(trifluoromethyl)benzamido]-3-oxo-1H,2H,3H,4H-pyrrolo[1,2-a]pyrazine-6-carboxylate